C(C)(=O)C1(C(OCC1)=O)F 3-acetyl-3-fluorodihydrofuran-2(3H)-one